tert-butyl (R)-4-((6-(1-methyl-1H-pyrazol-4-yl)pyrazolo[1,5-a]pyrazin-4-yl)oxy)azepane-1-carboxylate CN1N=CC(=C1)C=1N=C(C=2N(C1)N=CC2)O[C@H]2CCN(CCC2)C(=O)OC(C)(C)C